tert-butyl N-(1-pentyn-4-enyl)-N-phenylcarbamate C(#CCC=C)N(C(OC(C)(C)C)=O)C1=CC=CC=C1